10-benzylacridin C(C1=CC=CC=C1)N1C=2C=CC=CC2CC2=CC=CC=C12